2-(1-(5-methyl-2-((3-methylisothiazol-5-yl)amino)pyrimidin-4-yl)-3-(4-methyl-piperazin-1-yl)azetidin-3-yl)acetonitrile CC=1C(=NC(=NC1)NC1=CC(=NS1)C)N1CC(C1)(N1CCN(CC1)C)CC#N